tert-butyl (2S)-2-formyl-5-methoxypyrrolidine-1-carboxylate C(=O)[C@H]1N(C(CC1)OC)C(=O)OC(C)(C)C